FC(C1=CC=C(C=C1)N1C(=NN=C1C)[C@@H]1CC[C@H](CC1)OC1=NC=CC=C1)F trans-2-((4-(4-(4-(Difluoromethyl)phenyl)-5-methyl-4H-1,2,4-triazol-3-yl)cyclohexyl)oxy)pyridine